1-(trimethylsiloxy)cyclohexane C[Si](OC1CCCCC1)(C)C